1-(bromomethyl)-3-fluorobenzene BrCC1=CC(=CC=C1)F